The molecule is a organophosphonate oxoanion obtained by deprotonation of the carboxy and one of the ohopsphonate OH groups of phosphonoformic acid. It is the major microspecies at pH 7.3 (according to Marvin v 6.2.0.). It is an organophosphonate oxoanion and a monocarboxylic acid anion. It is a conjugate base of a phosphonoformic acid. It is a conjugate acid of a phosphonatoformate. C(=O)([O-])P(=O)(O)[O-]